4-[[[6-[cyclopropyl-[[4-(trifluoromethyl)phenyl]methyl]amino]-5-fluoro-pyrimidin-4-yl]amino]methyl]-1-methylsulfonyl-piperidin-4-ol C1(CC1)N(C1=C(C(=NC=N1)NCC1(CCN(CC1)S(=O)(=O)C)O)F)CC1=CC=C(C=C1)C(F)(F)F